5-[1-[3-bromo-1-methyl-5-[1,2,2,2-tetrafluoro-1-(trifluoromethyl)ethyl]pyrrol-2-yl]pyrazol-4-yl]-2-chloro-N-(1-cyanocyclopropyl)benzamide BrC1=C(N(C(=C1)C(C(F)(F)F)(C(F)(F)F)F)C)N1N=CC(=C1)C=1C=CC(=C(C(=O)NC2(CC2)C#N)C1)Cl